O=C1NC(CCC1NC=1C=C(CN2CCN(CC2)C2CCN(CC2)C=2C(=CC3=C(C(C=4NC5=CC(=CC=C5C4C3=O)C#N)(C)C)C2)CC)C=CC1)=O 8-(4-(4-(3-((2,6-dioxopiperidin-3-yl)amino)benzyl)piperazin-1-yl)piperidin-1-yl)-9-ethyl-6,6-dimethyl-11-oxo-6,11-dihydro-5H-benzo[b]carbazole-3-carbonitrile